1,8-bis(tetramethylguanidino)-naphthalene CN(C(N(C1=CC=CC2=CC=CC(=C12)N(C(=NC)N(C)C)C)C)=NC)C